pyrrolo[2,3-H]quinazoline N1C=NC=C2C=CC=3C(=C12)C=CN3